FC(C)(F)C1=NC(=NO1)C12CCC(CC1)(CC2)CN(C(=O)C2CCOCC2)C2=CC(=CC=C2)C=2C=NNC(C2)=O N-((4-(5-(1,1-difluoroethyl)-1,2,4-oxadiazol-3-yl)bicyclo[2.2.2]octan-1-yl)methyl)-N-(3-(6-oxo-1,6-dihydropyridazin-4-yl)phenyl)tetrahydro-2H-pyran-4-carboxamide